C1(CC1)C=1C(=CC=2N(N1)C(=CN2)C2=CC=C(C(=N2)N[C@H]2CNCCC2)C#C)OC (R)-6-(6-cyclopropyl-7-methoxyimidazo[1,2-b]pyridazin-3-yl)-3-ethynyl-N-(piperidin-3-yl)pyridin-2-amine